C(C)(=O)NCC=1C=CC(=C2CN(C(NC12)=O)C1CCC(CC1)C(=O)NC1=CC(=C(C=C1)C)OC)C (1s,4s)-4-(8-(Acetamidomethyl)-5-methyl-2-oxo-1,2-dihydroquinazolin-3(4H)-yl)-N-(3-methoxy-4-methylphenyl)cyclohexanecarboxamide